ClC1=C(C=CC=C1)C1=NC=2N(C(N(C(C2N1C1=CC=C(C=C1)Cl)=O)C[C@H]1OC(OC1)(C)C)=O)CC1=CC=C(C(=O)N)C=C1 4-[[8-(2-chlorophenyl)-7-(4-chlorophenyl)-1-[[(4R)-2,2-dimethyl-1,3-dioxolan-4-yl]methyl]-2,6-dioxopurin-3-yl]methyl]benzamide